C1(CC1)C1=CC=C(S1)C=1C=C2C(=NC1)N(C(N2CC(=O)N2CC(C2)F)=O)C 6-(5-cyclopropyl-2-thienyl)-1-[2-(3-fluoroazetidin-1-yl)-2-oxo-ethyl]-3-methyl-imidazo[4,5-b]pyridin-2-one